FC=1C=C(C=CC1)CC1=CN=C(S1)NC(=O)[C@@H]1N(CCC1)C (2R)-N-[5-[(3-fluorophenyl)methyl]thiazol-2-yl]-1-methyl-pyrrolidine-2-carboxamide